4-bromo-2-(3-((2-ethyl-6-methylphenyl)amino)imidazo[1,2-a]pyridin-2-yl)phenol BrC1=CC(=C(C=C1)O)C=1N=C2N(C=CC=C2)C1NC1=C(C=CC=C1C)CC